1-(((5R,7R)-3-(2-Ethoxyphenyl)-8,8-difluoro-2-oxo-1-oxa-3-azaspiro[4.5]decan-7-yl)methyl)-1H-benzo[d]imidazole-6-carbonitrile C(C)OC1=C(C=CC=C1)N1C(O[C@@]2(C1)C[C@@H](C(CC2)(F)F)CN2C=NC1=C2C=C(C=C1)C#N)=O